3-(2-aminoethyl)-2-thiohydantoin NCCN1C(NCC1=O)=S